ClC1=CC=CC(=N1)CN1N=C2N([C@@H](CCC2)C(=O)N2CC(CC2)(F)F)C1=O (5S)-2-[(6-Chloropyridin-2-yl)methyl]-5-[(3,3-difluoropyrrolidin-1-yl)carbonyl]-5,6,7,8-tetrahydro[1,2,4]triazolo[4,3-a]pyridin-3(2H)-one